FC1=C(C=C(C=C1)C=1C=CC=C2C=NC(=NC12)NC=1C=C(C=CC1)NC(=O)OC(C1=CC=CC=C1)=O)OC(C)C.FC1=CC(=C(C=C1)C=1C=CC=C2C=NC(=NC12)C1=CC=CC=C1C(=O)O)OC(C)C 8-(4-fluoro-2-isopropoxyphenyl)quinazolin-2-benzoic acid [[3-[[8-(4-fluoro-3-isopropoxy-phenyl)quinazolin-2-yl]amino]phenyl]carbamoyl]benzoate